NCCCN1CC=2C=C3C(=CC2C1)C(N(C3=O)C3C(NC(CC3)=O)=O)=O 6-(3-aminopropyl)-2-(2,6-dioxopiperidin-3-yl)-6,7-dihydropyrrolo[3,4-f]isoindole-1,3(2H,5H)-dione